4-(tributylstannyl)-pyrimidine C(CCC)[Sn](C1=NC=NC=C1)(CCCC)CCCC